COCCOCCCC(=O)N 4-(2-methoxyethoxy)butanamide